BrC1=C(C=C(C(=C1)C(=O)O)Br)C(=O)O 1,4-dibromo-2,5-dicarboxybenzene